Cis-(1S,2S)-1-(2-chlorophenyl)-N2-[3-(4-fluorophenyl)propyl]-N1-methylcyclohexane-1,2-diamine dihydrochloride Cl.Cl.ClC1=C(C=CC=C1)[C@@]1([C@H](CCCC1)NCCCC1=CC=C(C=C1)F)NC